4-(4-fluorophenyl)-2-((2-(2-hydroxyethyl)-1-oxo-6-(piperazin-1-yl)-1,2-dihydroisoquinolin-4-yl)(methyl)amino)thiazole-5-carbonitrile hydrochloride Cl.FC1=CC=C(C=C1)C=1N=C(SC1C#N)N(C)C1=CN(C(C2=CC=C(C=C12)N1CCNCC1)=O)CCO